N2-(4-(4-(4-methylpiperazin-1-yl)piperidin-1-yl)-2,3-dihydrobenzofuran-7-yl)-N4-(1-(methylsulfonyl)indolin-7-yl)-7H-pyrrolo[2,3-d]pyrimidine-2,4-diamine CN1CCN(CC1)C1CCN(CC1)C1=CC=C(C2=C1CCO2)NC=2N=C(C1=C(N2)NC=C1)NC=1C=CC=C2CCN(C12)S(=O)(=O)C